C(C)(C)(C)OC(=O)N1C[C@H](OC[C@@H](C1)OC(F)(F)F)C(=O)O (2S,6R)-4-(tert-butoxycarbonyl)-6-(trifluoromethoxy)-1,4-oxazepane-2-carboxylic acid